CC1(C(C(=CC=C1)NC1=CC(=NC=C1C(CC)=O)NC(=O)C1CC1)OC)C1=NN(N=C1)C N-(4-((3-methyl-2-methoxy-3-(2-methyl-2H-1,2,3-triazol-4-yl)phenyl)amino)-5-propionylpyridin-2-yl)cyclopropanecarboxamide